C(C)(=O)C1=CC=C(N1CC)/C=C/C(=O)OC methyl (E)-3-(5-acetyl-1-ethyl-1H-pyrrol-2-yl)acrylate